2-[1-[6-methyl-4-oxo-2-(1H-pyrazol-4-yl)chromen-8-yl]ethylamino]benzoic acid tert-butyl ester C(C)(C)(C)OC(C1=C(C=CC=C1)NC(C)C=1C=C(C=C2C(C=C(OC12)C=1C=NNC1)=O)C)=O